N-(2-(3-aminopropoxy)ethyl)-4-((3-(1-(3,3-difluorocyclobutyl)-3-(trifluoromethyl)-1H-pyrazol-4-yl)imidazo[1,2-a]pyrazin-8-yl)amino)-2-ethylbenzamide NCCCOCCNC(C1=C(C=C(C=C1)NC=1C=2N(C=CN1)C(=CN2)C=2C(=NN(C2)C2CC(C2)(F)F)C(F)(F)F)CC)=O